1-Pentyl-2-butylpyrrolidinium methansulfonat CS(=O)(=O)[O-].C(CCCC)[NH+]1C(CCC1)CCCC